(2R,5S)-1-acetyl-5-hydroxypiperidine-2-carboxylic acid C(C)(=O)N1[C@H](CC[C@@H](C1)O)C(=O)O